C(C)(=O)NC1=C(C=CC(=C1)NC1=NC=C(C(=N1)C1=CNC2=C(C=CC=C12)OC)OC)N(C(C)=O)CCN(C)C N-(2-acetamido-4-((5-methoxy-4-(7-methoxy-1H-indol-3-yl)pyrimidin-2-yl)amino)phenyl)-N-(2-(dimethylamino)ethyl)acetamide